(S)-2-((tert-butoxy)amino)-3-methylbutyric acid C(C)(C)(C)ON[C@H](C(=O)O)C(C)C